2-propyl-di-(2-heptyl)phosphine CC(C)P(C(C)CCCCC)C(C)CCCCC